8-((3-chlorobenzyl)sulfonyl)-1,3,7-trimethyl-1H-purine-2,6(3H,7H)-dione ClC=1C=C(CS(=O)(=O)C2=NC=3N(C(N(C(C3N2C)=O)C)=O)C)C=CC1